C(C1=CC=CC=C1)OC(=O)NC(=N)C1=CC=C(CNC([C@H](C)NC(=O)[C@@H]2N(CC[C@@H](C2)C2=CC=CC=C2)C(=O)OC(C)(C)C)=O)C=C1 tert-butyl (2R,4S)-2-(((S)-1-((4-(N-((benzyloxy)carbonyl) carbamimidoyl)benzyl)amino)-1-oxopropan-2-yl)carbamoyl)-4-phenylpiperidine-1-carboxylate